C(C)OC(=O)C1=CC2=C(S1)CC(C2)(C)C 5,5-Dimethyl-5,6-dihydro-4H-cyclopenta[b]thiophene-2-carboxylic acid ethyl ester